3,3'-methylene-dithiodipropionic acid C(SCCC(=O)O)SCCC(=O)O